CN1C(CN(CC1)C)C=1SC2=C(N1)C=C(C=C2)[C@@H]2NC[C@H](CC2)C 2-(1,4-dimethylpiperazin-2-yl)-5-((2R,5S)-5-methylpiperidin-2-yl)benzo[d]thiazole